undec-6-ene CCCCCC=CCCCC